3-[(4R)-4-Ethyl-5-hydroxy-2,2-dimethyl-7-pentyl-3,4-dihydrochromen-3-yl]propanenitrile C(C)[C@@H]1C(C(OC2=CC(=CC(=C12)O)CCCCC)(C)C)CCC#N